N1=CC=CC=NC2=C1C=CC=C2 [1,6]benzodiazocine